The molecule is a dihydroxy monocarboxylic acid that is 11-hydroxyundecanoic acid in which the pro-R hydrogen beta to the carboxy group is replaced by a hydroxy group. It is an omega-hydroxy fatty acid, a dihydroxy monocarboxylic acid, a medium-chain fatty acid and a (3R)-3-hydroxy fatty acid. It derives from an 11-hydroxyundecanoic acid. C(CCCCO)CCC[C@H](CC(=O)O)O